(7-chloro-1,2,3,4-tetrahydroisoquinolin-8-yl)-3-methylpyridine-2-sulfonamide ClC1=CC=C2CCNCC2=C1C1=C(C(=NC=C1)S(=O)(=O)N)C